OC1=C(C=CC(=C1)C#N)C(CC=O)=O 1-(2-hydroxy-4-cyanophenyl)propane-1,3-dione